ClC1=C(C=CC(=C1)F)C=1C(=CC(=C(C1)C)C(=O)NC=1C=NC(=C(C1)Cl)N1N=CC=N1)C1=CC=CC=C1 2-chloro-N-(5-chloro-6-(2H-1,2,3-triazol-2-yl)pyridin-3-yl)-4-fluoro-5'-methyl-[1,1':2',1''-terphenyl]-4'-carboxamide